5-ethynyl-2-[6-[(2S)-2-(hydroxymethyl)morpholin-4-yl]pyridazin-3-yl]-3-methyl-phenol C(#C)C=1C=C(C(=C(C1)O)C=1N=NC(=CC1)N1C[C@H](OCC1)CO)C